Aluminum stearoyl glutamate N[C@@H](CCC(=O)[O-])C(=O)OC(CCCCCCCCCCCCCCCCC)=O.[Al+3].C(CCCCCCCCCCCCCCCCC)(=O)OC([C@@H](N)CCC(=O)[O-])=O.C(CCCCCCCCCCCCCCCCC)(=O)OC([C@@H](N)CCC(=O)[O-])=O